3-methyl-tetrahydrofuran-3-amine CC1(COCC1)N